3,7-diazabicyclo[4.2.0]octane-7-carboxylic acid tert-butyl ester C(C)(C)(C)OC(=O)N1C2CCNCC2C1